ClC1=NN2C(N=CC3=C2C2(C[C@H]3C(=O)NC=3C=NC(=C(C3)Cl)N3N=CC(=N3)[C@@H](C)O)CCC2)=C1 (R)-2'-chloro-N-(5-chloro-6-(4-((R)-1-hydroxyethyl)-2H-1,2,3-triazol-2-yl)pyridin-3-yl)-6',7'-dihydrospiro[cyclobutane-1,8'-cyclopenta[e]pyrazolo[1,5-a]pyrimidine]-6'-carboxamide